NC1=CC=C2CN(C(C2=C1)=O)[C@@H]1C[C@@H](CCC1)NC1=NN2C(C=CC(=C2C(C)C)C=2C=NN(C2)C(C)OCC)=N1 6-amino-2-((1S,3R)-3-((6-(1-(1-ethoxyethyl)-1H-pyrazol-4-yl)-5-isopropyl-[1,2,4]triazolo[1,5-a]pyridin-2-yl)amino)cyclohexyl)isoindolin-1-one